5-((5-(4'-((2-(carboxymethoxy)ethoxy)methyl)-[1,1'-biphenyl]-4-yl)-4,6-difluoro-1H-benzo[d]imidazol-2-yl)oxy)-2-methylbenzoic acid C(=O)(O)COCCOCC1=CC=C(C=C1)C1=CC=C(C=C1)C1=C(C2=C(NC(=N2)OC=2C=CC(=C(C(=O)O)C2)C)C=C1F)F